C(C)(C)C1=CC=C2SC=3C=CC(=CC3C(C2=C1)=O)[S+](C1=CC=C(C=C1)C)C1=CC=C(C=C1)C 7-Isopropyl-9-oxo-10-thia-9,10-dihydroanthracene-2-yldi-p-tolylsulfonium